C(=O)OC1=C(C=CC(=C1)Br)C=1C=2N(C(=NN1)N[C@H]1CN(CCC1)CC)C=NC2 5-bromo-2-(4-{[(3R)-1-ethylpiperidin-3-yl]amino}imidazo[1,5-d][1,2,4]triazin-1-yl)phenol formate